2-(5-(1-((1r,3r,4r,5r)-7,7-difluoro-4-methoxy-1-methyl-8-azabicyclo[3.2.1]oct-3-yl)vinyl)pyrazin-2-yl)-5-(1H-imidazol-1-yl)phenol FC1(C[C@@H]2[C@@H]([C@H](C[C@]1(N2)C)C(=C)C=2N=CC(=NC2)C2=C(C=C(C=C2)N2C=NC=C2)O)OC)F